CC(=CCC1=C2C(=CC=C1)NC=C2C[C@@H](C(=O)O)NC)C The molecule is a methy-amino acid that is L-tryptophan substituted at the N(alpha)-position by a methyl group and at the 4-position by a 3-methylbut-2-enyl group. It is a L-tryptophan derivative and a N-methyl-L-alpha-amino acid. It is a tautomer of a 4-(3-methylbut-2-enyl)-L-abrine zwitterion.